CN(S(OC1=C(C=CC=C1)C(=O)N1CCC2=CC(=CC=C12)SCC1=CC=CC=C1)(=O)=O)C 2-(5-(benzylthio)indoline-1-carbonyl)phenyl dimethylsulfamate